1-vinyl-3-butylimidazole Bromide [Br-].C(=C)N1CN(C=C1)CCCC